C(#N)/C(/C(=O)O)=C\C1=CN(C2=CC=C(C=C12)F)C1=CC=CC=C1 (E)-2-cyano-3-(5-fluoro-1-phenyl-1H-indol-3-yl)acrylic acid